3-(1-acetyl-4-ethoxypiperidin-4-yl)-5-chloro-1,7-dimethyl-8-(3-(pyrrolidin-1-yl)prop-1-yn-1-yl)-1,6-naphthyridin-2(1H)-one C(C)(=O)N1CCC(CC1)(OCC)C=1C(N(C2=C(C(=NC(=C2C1)Cl)C)C#CCN1CCCC1)C)=O